O[C@@]12CNC[C@@H]2C1 (1S,5S)-1-hydroxy-3-azabicyclo[3.1.0]Hexane